iron-silicon-vanadium [V].[Si].[Fe]